trans-N-[(1H-benzimidazol-2-yl)methyl]-6-cyclopropyl-1-(1,2-dimethylpiperidin-4-yl)-1H-pyrazolo[3,4-b]pyrazin-3-amine N1C(=NC2=C1C=CC=C2)CNC2=NN(C1=NC(=CN=C12)C1CC1)[C@H]1C[C@@H](N(CC1)C)C